C(C)(C)(C)OC(=O)N1C(CNCC1)C1=C(C=C(C(=C1)F)C(C)=O)F (4-acetyl-2,5-difluorophenyl)piperazine-1-carboxylic acid tert-butyl ester